C(C)(=O)N1[C@H](CCC2=CC(=CC=C12)C1=CC=C(C=C1)[C@H](C)NC(=O)C=1N=C2N(C=C(N=C2N2CCOCC2)Br)C1)C N-((S)-1-(4-((S)-1-acetyl-2-methyl-1,2,3,4-tetrahydroquinolin-6-yl)phenyl)ethyl)-6-bromo-8-morpholinoimidazo[1,2-a]pyrazine-2-carboxamide